C(C)(=O)NC1=CC=C(C=C1)NC(=O)[C@@H]1CN([C@H](O1)C(F)(F)F)C1=CC(=C(C=C1)[N+](=O)[O-])C (2R,5S)-N-(4-Acetamidophenyl)-3-(3-methyl-4-nitrophenyl)-2-(trifluoromethyl)oxazolidin-5-carboxamid